3-(3-Methyl-2-oxo-2,3,7,8-tetrahydro-1H-spiro[chromeno[6,7-d]imidazol-6,4'-piperidin]-1-yl)piperidine-2,6-dione CN1C(N(C2=C1C=C1OC3(CCNCC3)CCC1=C2)C2C(NC(CC2)=O)=O)=O